C(C)(C)(C)OC(=O)N1C(CCC=CC1)C1=CC(=CC=2CCOC21)NC2=NC(=CC(=N2)N(C)C)C [5-[[4-(dimethylamino)-6-methyl-pyrimidin-2-yl]amino]-2,3-dihydrobenzofuran-7-yl]-2,3,4,7-tetrahydroazepine-1-carboxylic acid tert-butyl ester